ClC1=C(C(=CC=C1)C)NC(=O)C1=CN=C(S1)NC1=NC(=NC(=C1)N1CCN(CC1)C(CCCCCCC(=O)NC1=C2CN(C(C2=CC=C1)=O)C1C(NC(CC1)=O)=O)=O)C N-(2-chloro-6-methylphenyl)-2-((6-(4-(8-((2-(2,6-dioxopiperidin-3-yl)-1-oxoisoindolin-4-yl)amino)-8-oxooctanoyl)piperazin-1-yl)-2-methylpyrimidin-4-yl)amino)thiazole-5-carboxamide